tert-butyl(4-formylpiperidin-1-yl) formate C(=O)ON1C(CC(CC1)C=O)C(C)(C)C